C(C=C)(=O)N1C(CC(CC1(C)C)(C#N)N)(C)C acryloyl-4-amino-4-cyano-2,2,6,6-tetramethylpiperidine